2-[2-[4-[3-(4-ethoxy-3-methoxy-phenyl)-1,2,4-oxadiazol-5-yl]-1-piperidinyl]-1-methyl-2-oxo-ethyl]isoindolin-1-one C(C)OC1=C(C=C(C=C1)C1=NOC(=N1)C1CCN(CC1)C(C(C)N1C(C2=CC=CC=C2C1)=O)=O)OC